C(C)(=O)N[C@H]1C[C@H](CCC1)C(=O)NC=1N=CC2=CC(=NC(=C2C1)S(=O)(=O)C)C#N (1S,3R)-3-acetamido-N-(7-cyano-5-(methylsulfonyl)-2,6-naphthyridin-3-yl)cyclohexane-1-carboxamide